methyl 2-amino-5-(thiophen-2-ylmethoxy)benzoate NC1=C(C(=O)OC)C=C(C=C1)OCC=1SC=CC1